p-toluyl-oxygen sulfur [S].C1(=CC=C(C=C1)[O])C